N(C(=N)N)CC(=O)N1CCC(CC1)C1=C(N(C=C1)S(N)(=O)=O)C(=O)O 3-[1-(2-Guanidinoacetyl)-4-piperidyl]-1-sulfamoyl-pyrrole-2-carboxylic acid